tert-butyl (S)-(1'-(5-((2-amino-3-chloropyridin-4-yl)thio)-3-(hydroxymethyl)pyrazin-2-yl)-1,3-dihydrospiro[indene-2,4'-piperidine]-1-yl)carbamate NC1=NC=CC(=C1Cl)SC=1N=C(C(=NC1)N1CCC2(CC1)[C@@H](C1=CC=CC=C1C2)NC(OC(C)(C)C)=O)CO